C1(CCC1)OC1=NC=2N(C=C1C(=O)NC=1C(N(C=CC1)C1CC1)=O)C=C(N2)[C@]21CO[C@](CC2)(C1)C 7-cyclobutoxy-N-(1-cyclopropyl-2-oxo-1,2-dihydropyridin-3-yl)-2-((1R,4S)-1-methyl-2-oxabicyclo[2.2.1]heptan-4-yl)imidazo[1,2-a]pyrimidine-6-carboxamide